(3-acetamidopropyl)-trimethoxysilane C(C)(=O)NCCC[Si](OC)(OC)OC